N1(C=2N(CCC1)CCCN2)C2=NC1=C3N=C(C=CC3=CC=C1C=C2)C2=CC=CC=C2 (1,3,4,6,7,8-Hexahydro-2H-pyrimido[1,2-a]pyrimidin-1-yl)-9-phenyl-1,10-phenanthroline